2-ethoxypteridin-7(8H)-one C(C)OC1=NC=2NC(C=NC2C=N1)=O